C(C1=CC=CC=C1)(C1=CC=CC=C1)OC1=CCC(C=C1)(N(C)C)N(C)C 4,4-bis-dimethylaminophenyl benzhydryl ether